3-(8-fluoro-[1,2,4]triazolo[4,3-a]pyridin-7-yl)propanal FC=1C=2N(C=CC1CCC=O)C=NN2